COC=1C=C(C=CC1C(=O)N1CCC(CC1)OC)C1=CN=CC(=N1)C1=CC(=CS1)NC(CCCC)=O N-(5-(6-(3-methoxy-4-(4-methoxypiperidine-1-carbonyl)phenyl)pyrazin-2-yl)thiophen-3-yl)pentanamide